(1S,3R)-3-[[1-(4-Hydroxy-2,3-dihydrobenzofuran-5-yl)pyrido[3,4-d]pyridazin-4-yl]amino]-N-methyl-cyclohexanecarboxamide OC1=C(C=CC2=C1CCO2)C2=C1C(=C(N=N2)N[C@H]2C[C@H](CCC2)C(=O)NC)C=NC=C1